O[C@@H](COC=1C=C2C(C3=C(C4=C(O3)C=CC=C4F)C(C2=CC1)=O)(C)C)CO 8-((R)-2,3-Dihydroxy-propoxy)-1-fluoro-6,6-dimethyl-6H-benzo[b]naphtho[2,3-d]furan-11-one